1-(2,2-diethoxyethyl)-5,5-dimethyl-1,4,5,6-tetrahydrocyclopenta[b]pyrrole-2-carboxylic acid C(C)OC(CN1C2=C(C=C1C(=O)O)CC(C2)(C)C)OCC